Cl.ClC1=NC=C2CCNCC2=C1 7-chloro-1,2,3,4-tetrahydro-2,6-naphthyridine hydrochloride salt